((3S,4R)-4-fluoro-1-(pyridin-3-yl)pyrrolidin-3-yl)carbamic acid tert-butyl ester C(C)(C)(C)OC(N[C@H]1CN(C[C@H]1F)C=1C=NC=CC1)=O